FC=1C(=C(N)C=CC1)B1OC(C(O1)(C)C)(C)C 3-fluoro-2-(4,4,5,5-tetramethyl-1,3,2-dioxaborolan-2-yl)aniline